NC1=CC(=C(C(=O)OC)C=C1)N1CC(CC1)C methyl 4-amino-2-(3-methylpyrrolidin-1-yl)benzoate